C(CCC)C=1N(C(N(C1)[Si](C)(C)C)=S)[Si](C)(C)C 4-butyl-1,3-bis(trimethylsilyl)-imidazole-2-thione